Bis(1-methyl-1-phenylethyl)peroxid CC(C)(C1=CC=CC=C1)OOC(C)(C1=CC=CC=C1)C